(S)-5-((1-hydroxy-3-(octadecyloxy)propan-2-yl)oxy)pyrazine-2-carbonitrile Sodium hydride [H-].[Na+].OC[C@@H](COCCCCCCCCCCCCCCCCCC)OC=1N=CC(=NC1)C#N